The molecule is an aryl sulfate that is ethylbenzene substituted by a sulfooxy group at position 3. It has a role as a human xenobiotic metabolite. It is an aryl sulfate and a member of benzenes. CCC1=CC(=CC=C1)OS(=O)(=O)O